OCCNC=1C(C=C2[C@H](CCC3=C(C2=CC1)C(=C(C(=C3)OC)OC)OC)NC(C)=O)=O (S)-N-{10-[(2-hydroxyethyl)amino]-1,2,3-trimethoxy-9-oxo-5,6,7,9-tetrahydrobenzo[a]heptalen-7-yl}acetamide